C(=O)C1CCC(CC1)C=1SC2=C(N1)C=C(C(=C2)NC(C2=NC(=CC=C2)C(F)(F)F)=O)OC N-(2-((1r,4r)-4-formylcyclohexyl)-5-methoxybenzo[d]thiazol-6-yl)-6-(trifluoromethyl)picolinamide